ClC=1C=C(C=CC1)[C@@H](C)OC=1C(=NC=C(C1)B1OC(C(O1)(C)C)(C)C)N 3-[(1R)-1-(3-chlorophenyl)ethoxy]-5-(4,4,5,5-tetramethyl-1,3,2-dioxaborolan-2-yl)pyridin-2-amine